8-chloro-6-methyl-3,4-dihydro-2,7-naphthyridine-2(1H)-carboxylic acid tert-butyl ester C(C)(C)(C)OC(=O)N1CC2=C(N=C(C=C2CC1)C)Cl